1-((2-(trimethylsilyl)ethoxy)methyl)-1H-pyrazol-4-ol C[Si](CCOCN1N=CC(=C1)O)(C)C